NC=1C=C(C(=NC1)C(=O)N(C)C1CC1)C(F)F 5-amino-N-cyclopropyl-3-(difluoromethyl)-N-methylpyridineamide